2-(2-fluoro-4-(pyrrolidin-2-yl)phenyl)-N-((R)-1-methylpiperidin-3-yl)benzo[d]imidazo[2,1-b]thiazole-7-carboxamide dihydrochloride Cl.Cl.FC1=C(C=CC(=C1)C1NCCC1)C=1N=C2SC3=C(N2C1)C=CC(=C3)C(=O)N[C@H]3CN(CCC3)C